OC(C)C1=CC=CC(=N1)CN1C(C2=CC=C(C=C2C=N1)S(=O)(=O)C=1C=NN(C1)C)=O 2-((6-(1-hydroxyethyl)pyridin-2-yl)methyl)-6-((1-methyl-1H-pyrazol-4-yl)sulfonyl)phthalazin-1(2H)-one